4-(2,2,3,3-tetrafluoropropoxymethyl)-[1,3]dioxolan-2-one FC(COCC1OC(OC1)=O)(C(F)F)F